C(C)(C)(C)OC1=NC=C(C(=N1)OC(C)(C)C)C=1C=C2C(=NN1)N(N=C2O[C@@H](C(F)F)C2=CC(=CC=C2)OCC(F)(F)F)C 5-(2,4-ditert-butoxypyrimidin-5-yl)-3-[(1R)-2,2-difluoro-1-[3-(2,2,2-trifluoroethoxy)phenyl]ethoxy]-1-methyl-pyrazolo[3,4-c]pyridazine